(2-chloropyrimidin-4-yl)propan-2-ol methylfolate CC(C(=O)OC(CC1=NC(=NC=C1)Cl)C)C[C@@H](C(=O)O)NC(=O)C1=CC=C(NCC2=CN=C3N=C(N)NC(=O)C3=N2)C=C1